COC=1C=C(C=CC1)C=1OC2=C(C1)C=C(C=C2)C=O 2-(3-methoxyphenyl)benzofuran-5-carbaldehyde